Cl.NC/C(/CN1N=CN(C1=O)C=1C=C(C=CC1)C1=CC=C(C=C1)C1=CC=C(C=C1)S(=O)(=O)C)=C\F 2-[(2E)-2-(aminomethyl)-3-fluoroprop-2-en-1-yl]-4-[4''-(methylsulfonyl)-1,1':4',1''-terphenyl-3-yl]-2,4-dihydro-3H-1,2,4-triazol-3-one hydrochloride